OCOC(CCCC=C)=O (hydroxymethyl)hex-5-enoate